CN1C[C@@H](CC1=O)OC(=O)N1CCN(CC1)C1=NC=2N(C=C1)N=CC2C=2C(=NC=C(C2)F)OC2CC2 [(3R)-1-methyl-5-oxo-pyrrolidin-3-yl]-4-[3-[2-(cyclopropoxy)-5-fluoro-3-pyridyl]pyrazolo[1,5-a]pyrimidin-5-yl]piperazine-1-carboxylate